CCCCCCCCC(CCCCCCCC)OC(CCCCCCCN(CCCCCCCC(=O)OCCC(CCCC)CCCC)CCCCO)=O 3-butylheptyl 8-((8-(heptadecan-9-yloxy)-8-oxooctyl)(4-hydroxybutyl)amino)octanoate